C(C1=CC=CC=C1)N(CC1=CC=CC=C1)CCCCCCCCCCCCCCCC N,N-dibenzyl-hexadecylamine